4-amino-8-(dimethylamino)chroman-7-ol hydrochloride Cl.NC1CCOC2=C(C(=CC=C12)O)N(C)C